OC1=C(C=CC(=C1)C(F)(F)F)C1=C2C(=C(N=N1)N[C@H]1[C@H]([C@H](CCC1)O)O)C=NC=C2 (1S,2R,3R)-3-((1-(2-hydroxy-4-(trifluoromethyl)phenyl)pyrido[3,4-d]pyridazin-4-yl)amino)cyclohexane-1,2-diol